ethenylpyridine-3-carbaldehyde C(=C)C1=NC=CC=C1C=O